CHLOROINDOLEHYDRAZIDE ClC1=C(NC2=CC=CC=C12)C(=O)NN